(1R,2S,5S)-N-[(5-chloro-4-isoquinolyl)-cyano-methyl]-3-[(2S)-3,3-dimethyl-2-[[3-(trifluoromethyl)pyrazin-2-yl]amino]butanoyl]-6,6-dimethyl-3-azabicyclo[3.1.0]hexane-2-carboxamide ClC1=C2C(=CN=CC2=CC=C1)C(NC(=O)[C@@H]1[C@H]2C([C@H]2CN1C([C@H](C(C)(C)C)NC1=NC=CN=C1C(F)(F)F)=O)(C)C)C#N